ClC1=C2C(=C(NC2=CC=C1F)C(=O)N1CCN(CC1)C([C@H]1NCCC1)=O)F (S)-(4-chloro-3,5-difluoro-1H-indol-2-yl)(4-prolylpiperazin-1-yl)methanone